COC1=C(C(=CC=C1)OC)P(\N=C(/[O-])\C=1OC=CC1)C1=C(C=CC=C1OC)OC (Z)-N-(bis(2,6-dimethoxyphenyl)phosphanyl)furan-2-carbimidate